1-(2-(4-aminobutoxy)-4-(2-(2-methyl-[1,1'-biphenyl]-3-yl)vinyl)-5-(trifluoromethyl)benzyl)piperidine-2-carboxylic acid tert-butyl ester C(C)(C)(C)OC(=O)C1N(CCCC1)CC1=C(C=C(C(=C1)C(F)(F)F)C=CC=1C(=C(C=CC1)C1=CC=CC=C1)C)OCCCCN